(3-oxaspiro[bicyclo[2.1.1]hexane-2,1'-cyclopropan]-4-yl)methanol C12(CC1)C1CC(O2)(C1)CO